C(CCSSCCC(=O)OC1=CC(=CC=C1)O)(=O)OC1=CC(=CC=C1)O bis(3-hydroxyphenyl) 3,3'-dithiodipropionate